ClC1=NNC2=CC(=CC=C12)/C=C/C(=O)N[C@@H]1[C@H](CC2=CC=CC=C12)OC (E)-3-(3-chloro-1H-indazol-6-yl)-N-((1S,2S)-2-methoxy-2,3-dihydro-1H-inden-1-yl)acrylamide